9-[(3-carbamoylphenyl)methyl]-4-ethyl-2,3,4,9-tetrahydro-1H-carbazole-8-carboxylic acid C(N)(=O)C=1C=C(C=CC1)CN1C2=C(C=CC=C2C=2C(CCCC12)CC)C(=O)O